(2R)-2-((5-(tert-butylamino)-2-(1-(tetrahydro-2H-pyran-2-yl)-1H-pyrazol-5-yl)thieno[3,2-b]pyridin-7-yl)amino)butanol C(C)(C)(C)NC1=CC(=C2C(=N1)C=C(S2)C2=CC=NN2C2OCCCC2)N[C@@H](CO)CC